C(=O)(C(=C)C)OC(=O)C(=C)C methacryl ether